4-(5,7-Dimethyl-1-oxo-6-phenyl-1H-pyrrolo[3,4-d]pyridazin-2(6H)-yl)-N,N-dimethyl-benzenesulfonamide CC=1N(C(=C2C(N(N=CC21)C2=CC=C(C=C2)S(=O)(=O)N(C)C)=O)C)C2=CC=CC=C2